ClC=1C=C(C(=O)NC2=C(C(=CC=C2)C(=O)C=2C=C3N=C(C=NC3=CC2)OCCOC)F)C=CC1C(F)(F)F 3-chloro-N-(2-fluoro-3-(3-(2-methoxyethoxy)quinoxaline-6-carbonyl)phenyl)-4-(trifluoromethyl)benzamide